C(C)(CC)C=1N=C2N(C(C1C(C)CC)=O)C1=C(N2)C=CC=C1 2,3-di-sec-butylbenzo[4,5]imidazo[1,2-a]pyrimidin-4(10H)-one